tert-Butyl 2-(2,3-dichloro-7-(4-chlorophenylamino)-9H-carbazol-9-yl)ethylcarbamate ClC1=CC=2N(C3=CC(=CC=C3C2C=C1Cl)NC1=CC=C(C=C1)Cl)CCNC(OC(C)(C)C)=O